BrC=1C=C(C2=CN(N=C2C1F)C(C(=O)OCC)C1=C2N(C=N1)CCC2)Cl ethyl 2-(6-bromo-4-chloro-7-fluoro-2H-indazol-2-yl)-2-(6,7-dihydro-5H-pyrrolo[1,2-c]imidazol-1-yl)acetate